NC1=C2N=CN(C2=NC=N1)[C@H]1[C@@H]([C@@H]([C@H](O1)COP([O-])(=O)N1CCOCC1)O)O.[Na+] sodium ((2R,3S,4R,5R)-5-(6-amino-9H-purin-9-yl)-3,4-dihydroxytetrahydrofuran-2-yl)methylmorpholinophosphonate